C(C)(C)N1N=C(N=C1[C@@H]1C[C@H](CC1)N1CCOCC1)C1=CC(=CC=C1)C(F)(F)F ((1S,3S)-3-(1-isopropyl-3-(3-(trifluoromethyl)phenyl)-1H-1,2,4-triazol-5-yl)cyclopentyl)morpholine